cyclohexylcarbonyloxybutyl methyl (2E)-but-2-ene-1,4-dioate C(\C=C\C(=O)OC)(=O)OCCCCOC(=O)C1CCCCC1